FC(C1=CC=C(C=C1)CC(=O)NC(=O)C1(NCCC1)COCC1=CC=CC=C1)(F)F N-(4-trifluoromethyl-phenylacetyl)-2-benzyloxymethyl-pyrrolidine-2-carboxamide